6-(Benzyloxy)-3-bromo-5-iodoquinolin C(C1=CC=CC=C1)OC=1C(=C2C=C(C=NC2=CC1)Br)I